FC1([C@@H](C1)S(=O)(=O)C=1N=C2N(N1)[C@@H](C[C@@H]2F)C2=CC=CC=C2)F (5S,7S)-2-(((R)-2,2-difluorocyclopropyl)sulfonyl)-7-fluoro-5-phenyl-6,7-dihydro-5H-pyrrolo[1,2-b][1,2,4]triazole